FC(C(CC=CCCC)C)(F)F 7-(trifluoromethyl)oct-4-ene